tert-butyl-4-[3-chloro-5-(trifluoromethyl)-2-pyridyl]piperazine-1-carboxylate C(C)(C)(C)OC(=O)N1CCN(CC1)C1=NC=C(C=C1Cl)C(F)(F)F